1-((1-(cyanomethyl)cyclopropyl)methyl)-4-fluoro-1H-benzo[d]imidazole-6-carboxylic acid C(#N)CC1(CC1)CN1C=NC2=C1C=C(C=C2F)C(=O)O